C(#C)C1CCOCC1 4-ethynyl-tetrahydro-2H-pyran